methyl 3-((2-amino-5-(methylcarbamoyl) phenyl) amino)-3-cyclopropylpropionate NC1=C(C=C(C=C1)C(NC)=O)NC(CC(=O)OC)C1CC1